C(C1=CC=CC=C1)OC=1C(=CC2=C(N(C([C@H]3N(C2=O)CC=C(C3)C3=CC=C(C=C3)OC)O)C(=O)OCC=C)C1)OC allyl (6aS)-3-(benzyloxy)-6-hydroxy-2-methoxy-8-(4-methoxyphenyl)-12-oxo-6,6a,7,10-tetrahydrobenzo[e]pyrido[1,2-a][1,4]diazepine-5(12H)-carboxylate